CS(=O)(=O)CC1=NC=CC(=C1)NC=1N=CC2=C(N1)CNCC2 2-(methanesulfonylmethyl)-N-{5H,6H,7H,8H-pyrido[3,4-d]pyrimidin-2-yl}pyridin-4-amine